C(C1=CC=CC=C1)N1CCC(CC1)CCNC(=O)N1CCN(CC1)C1=C(C=C(C=C1)C(F)(F)F)C#N N-[2-(1-benzylpiperidin-4-yl)ethyl]-4-[2-cyano-4-(trifluoromethyl)phenyl]piperazine-1-carboxamide